4-(4-amino-1-methyl-1H-pyrazol-5-yl)butyric acid NC=1C=NN(C1CCCC(=O)O)C